CS(=O)(=O)C1=C(C=C(C(=C1)N)S(=O)(=O)C)N 2,5-Bis(methylsulfonyl)-1,4-benzenediamin